ClC1=CC(=C(C(=C1)OCOCC[Si](C)(C)C)B(O)O)CO [4-chloro-2-(hydroxymethyl)-6-(2-trimethylsilylethoxymethoxy)phenyl]boronic acid